tert-butyl 4-[4-(4-{5-chloro-2-fluoro-3-[(pyrrolidine-1-sulfonyl)amino]phenyl}-3-(pyridin-4-yl)pyrazol-1-yl)-2-fluorophenyl]piperazine-1-carboxylate ClC=1C=C(C(=C(C1)C=1C(=NN(C1)C1=CC(=C(C=C1)N1CCN(CC1)C(=O)OC(C)(C)C)F)C1=CC=NC=C1)F)NS(=O)(=O)N1CCCC1